C1(CCC1)C(=O)N1[C@H]([C@H](C(C1)(F)F)NS(=O)(=O)CC)CC=1C(=C(C=CC1)C1=CC=CC=C1)F N-{(2S,3R)-1-(cyclobutanecarbonyl)-4,4-difluoro-2-[(2-fluoro[1,1'-biphenyl]-3-yl)methyl]pyrrolidin-3-yl}ethanesulfonamide